4-(adamantan-1-yl)-N-(dibenzothiophene-3-yl)amine C12(CC3CC(CC(C1)C3)C2)C2=C(C=CC3=C2SC2=C3C=CC=C2)N